8-(2-Cyano-4-methylphenyl)-9-(4-((1-(3-fluoropropyl)azetidin-3-yl)methyl)phenyl)-6,7-dihydro-5H-benzo[7]annulen C(#N)C1=C(C=CC(=C1)C)C=1CCCC2=C(C1C1=CC=C(C=C1)CC1CN(C1)CCCF)C=CC=C2